1-(1,3-benzodioxol-5-yl)-N-methylpropan-2-amine hydrochloride monohydrate O.Cl.O1COC2=C1C=CC(=C2)CC(C)NC